OC(CC(CCCOCOCOCCCC(CC(C)O)C)C)C 6-hydroxy-4-methylheptyloxymethyl ether